1-bromo-2-nitro-4-(trifluoromethyl)benzene BrC1=C(C=C(C=C1)C(F)(F)F)[N+](=O)[O-]